2-(2,5-dimethyl-1H-pyrrol-1-yl)ethane-1-sulfonamide tert-butyl-((1S,2R,4R)-2-((6-(2,6-dichloro-3,5-dimethoxyphenyl)quinazolin-2-yl)amino)-4-(dimethylcarbamoyl)cyclopentyl)carbamate C(C)(C)(C)N(C(O)=O)[C@@H]1[C@@H](C[C@H](C1)C(N(C)C)=O)NC1=NC2=CC=C(C=C2C=N1)C1=C(C(=CC(=C1Cl)OC)OC)Cl.CC=1N(C(=CC1)C)CCS(=O)(=O)N